N1=C(SC2=C1C1=C(C=C2)OCC1)N1C(N[C@H]2[C@@H]1CC[C@H]2N(C)C)=O |r| rac-(3aR,4R,6aS)-1-(7,8-dihydrofuro[3,2-e][1,3]benzothiazol-2-yl)-4-(dimethylamino)hexahydrocyclopenta[d]imidazol-2(1H)-one